(1R,3s,5S)-3-((2S,4S)-1-(5-fluoropyrimidin-2-yl)-2-methylpiperidin-4-yl)-8-azabicyclo[3.2.1]octane-8-carboxylic acid ethyl ester C(C)OC(=O)N1[C@H]2CC(C[C@@H]1CC2)[C@@H]2C[C@@H](N(CC2)C2=NC=C(C=N2)F)C